ClC=1C=CC=2N(C1)N=CC2S(=O)(=O)NC=2C(=NC(=C(C2)F)OC)OC 6-chloro-N-(5-fluoro-2,6-dimethoxypyridin-3-yl)pyrazolo[1,5-a]pyridine-3-sulfonamide